COC(C(=C)NC(C)=O)=O.C(C1=CC=CC=C1)OC1=C(C(=CC(=C1)O)O)C(=O)N1CC2=CC=C(C=C2C1)OC (2-benzyloxy-4,6-dihydroxy-phenyl)-(5-methoxyisoindolin-2-yl)methanone methyl-2-acetamidoacrylate